C(C1=CC=CC=C1)OC(=O)C1=NC=CN=C1 pyrazine-2-Carboxylic acid benzyl ester